C(C)(C)(C)OC(N(C)S(=O)(=O)C1=CC=C(C=C1)CBr)=O ((4-(bromomethyl)phenyl)sulfonyl)(methyl)carbamic acid tert-butyl ester